(R)-4-[4-(2-acetamido-1-methylethyl)phenylamino]-7-methoxy-6-(3-(1-tetrahydropyrrolyl)propoxy)quinazoline C(C)(=O)NC[C@H](C)C1=CC=C(C=C1)NC1=NC=NC2=CC(=C(C=C12)OCCCN1CCCC1)OC